The molecule is the conjugate base of tricetin arising from selective deprotonation of the 7-OH position; major species at pH 7.3. It is a conjugate base of a tricetin. C1=C(C=C(C(=C1O)[O-])O)C2=CC(=O)C3=C(C=C(C=C3O2)O)O